C(CCC)N(C=1C=C2OC=3C=C(C(=CC3C3(C2=CC1)OC(C1=CC=CC=C13)=O)NC1=CC=CC=C1)C)CCCC 6'-(dibutylamino)-3'-methyl-2'-(phenylamino)-3H-spiro[isobenzofuran-1,9'-xanthen]-3-one